5-Methyl-8-((3R,4R)-3-methyl-4-(p-tolyloxy)piperidin-1-yl)-6-oxo-5,6-dihydro-1,5-naphthyridin-2-carbonitril CN1C=2C=CC(=NC2C(=CC1=O)N1C[C@H]([C@@H](CC1)OC1=CC=C(C=C1)C)C)C#N